4-methyl-6-bromo-8-(N-Boc-N-methyl-3-aminopropoxy)quinazoline CC1=NC=NC2=C(C=C(C=C12)Br)OCCCN(C)C(=O)OC(C)(C)C